1,2-thiaselenan S1[Se]CCCC1